(E)-7-(benzyloxy)-1-(cyclopropylmethyl)-2-(2-nitroprop-1-en-1-yl)-1H-indole Ammonium acetate C(C)(=O)[O-].[NH4+].C(C1=CC=CC=C1)OC=1C=CC=C2C=C(N(C12)CC1CC1)\C=C(/C)\[N+](=O)[O-]